Cl.COC([C@@H](N)CCCC(N)C(=O)OC(C)(C)C)=O 6-(tert-butoxycarbonyl)-L-lysine methyl ester hydrochloride